(S)-(1-(4-ethyl-8-fluoro-4-hydroxy-9-methyl-3,14-dioxo-3,4,12,14-tetrahydro-1H-pyrano[3',4':6,7]indolizino[1,2-b]quinolin-11-yl)-3,10-dioxo-7-oxa-2,4,9-triazaundec-11-yl)carbamic acid C(C)[C@]1(C(OCC=2C(N3CC=4C(=NC=5C=C(C(=CC5C4CNC(NCCOCNC(CNC(O)=O)=O)=O)C)F)C3=CC21)=O)=O)O